N-(2-Methyl-6-morpholino-2-(trifluoromethyl)-2,3-dihydrobenzofuran-5-yl)pyrazolo[1,5-a]pyrimidine-3-carboxamide CC1(OC2=C(C1)C=C(C(=C2)N2CCOCC2)NC(=O)C=2C=NN1C2N=CC=C1)C(F)(F)F